3-ethoxy-3-androstene C(C)OC1=CC2CC[C@H]3[C@@H]4CCC[C@@]4(C)CC[C@@H]3[C@]2(CC1)C